1-(2-{2-[2-(4-methyl-4-methyldisulfanyl-pentanoylamino)-ethoxy]-ethoxy}-ethoxy)-benzene CC(CCC(=O)NCCOCCOCCOC1=CC=CC=C1)(C)SSC